4-[4-(2-aminoethyl)phenyl]-3-[6-(3,3-difluoroazetidin-1-yl)-2-methylpyrimidin-4-yl]oxybenzonitrile NCCC1=CC=C(C=C1)C1=C(C=C(C#N)C=C1)OC1=NC(=NC(=C1)N1CC(C1)(F)F)C